CC(C)(C)OC(=O)N1CCO[C@@H](C1)CO (S)-N-Boc-2-hydroxymethylmorpholine